(S)-4-ethyl-8-fluoro-4-hydroxy-11-(4-aminophenyl)-9-methyl-1,12-dihydro-14H-pyrano[3',4':6,7]indolizino[1,2-b]quinolin-3,14(4H)-dione C(C)[C@]1(C(OCC=2C(N3CC=4C(=NC=5C=C(C(=CC5C4C4=CC=C(C=C4)N)C)F)C3=CC21)=O)=O)O